C=C1CC(C=2C1=NC=CC2)C(=O)OC methyl 7-methylene-6,7-dihydro-5H-cyclopenta[b]pyridine-5-carboxylate